C(C)(C)(C)OC(C[C@@H]1OC(O[C@H](C1)C=O)(C)C)=O 2-[(4R,6R)-6-formyl-2,2-dimethyl-1,3-dioxan-4-yl]acetic acid tert-butyl ester